3-[6-(4,4-difluoropiperidin-1-yl)-5-fluoropyridin-3-yl]Ethyl-1,2,4-thiadiazole-5-carboxylate FC1(CCN(CC1)C1=C(C=C(C=N1)CCC1=NSC(=N1)C(=O)[O-])F)F